(R)-N-cyclopropylpiperidine-3-carboxamide C1(CC1)NC(=O)[C@H]1CNCCC1